O[C@H](COC=1C=C(C=CC1)S(=O)(=O)NC)CNC1COC2(C1)CCN(CC2)S(=O)(=O)C2=CC(=CC=C2)C=2C(=NN(C2)C)C(F)(F)F 3-((2S)-2-hydroxy-3-(8-(3-(1-methyl-3-(trifluoromethyl)-1H-pyrazol-4-yl)phenylsulfonyl)-1-oxa-8-azaspiro[4.5]decan-3-ylamino)propoxy)-N-methylbenzenesulfonamide